C(C)(=O)NC=1SC(=CN1)S(=O)[O-].[Na+] sodium 2-acetamido-1,3-thiazole-5-sulfinate